(5-amino-6-fluoro-2,3-dihydrobenzofuran-7-yl)-2-methyl-2,3,4,7-tetrahydroazepine-1-carboxylic acid tert-butyl ester C(C)(C)(C)OC(=O)N1C(CCC=CC1)(C)C1=C(C(=CC=2CCOC21)N)F